FC(F)(F)SC1=CC=C(C=C1)C1=NN(C(=C1)O)C1=NC(=C(N=C1C)C)C 3-(4-(trifluoromethylsulfanyl)phenyl)-1-(3,5,6-trimethylpyrazin-2-yl)-1H-pyrazol-5-ol